O=C1NC(CCC1C1=NN(C2=C(C=CC=C12)N1CCC(CC1)C=1N=C(N2C1CN(CC2)C(=O)OC(C)(C)C)C)C)=O tert-butyl 1-(1-(3-(2,6-dioxopiperidin-3-yl)-1-methyl-1H-indazol-7-yl) piperidin-4-yl)-3-methyl-5,6-dihydroimidazo[1,5-a]pyrazine-7(8H)-carboxylate